1-(tert-butyl)azetidin-3-yl (6-methyl-5-(2-(1-methyl-1H-pyrazol-4-yl)pyrazolo[5,1-b]thiazole-7-carboxamido)pyridin-3-yl)carbamate CC1=C(C=C(C=N1)NC(OC1CN(C1)C(C)(C)C)=O)NC(=O)C=1C=NN2C1SC(=C2)C=2C=NN(C2)C